NC=1C(=NC=CC1)C(=O)N1CCC(CC1)CN1CCN(CC1)CC(=O)N1CCN(CC1)C(=O)C=1C=C(C=CC1F)CC1=NNC(C2=CC=CC=C12)=O 4-[[3-[4-[2-[4-[[1-(3-aminopyridine-2-carbonyl)-4-piperidyl]methyl]piperazin-1-yl]acetyl]piperazine-1-carbonyl]-4-fluoro-phenyl]methyl]-2H-phthalazin-1-one